CC1(OCC2=C1N=C(N=C2)C(=O)O)CCC 7-methyl-7-propyl-5,7-dihydrofuro[3,4-d]Pyrimidine-2-carboxylic acid